Ethyl 3-methyl-5-(N-(4-(2-methoxy-2-oxoethyl)benzyl)-N-phenethylsulfamoyl)benzofuran-2-carboxylate CC1=C(OC2=C1C=C(C=C2)S(N(CCC2=CC=CC=C2)CC2=CC=C(C=C2)CC(=O)OC)(=O)=O)C(=O)OCC